[N+](=O)([O-])C=1C=C(C(=O)O)C=CC1[N+](=O)[O-] 3,4-dinitrobenzoic acid